CC1C(C(=O)C2=CC=CC=C2)(C=CC=C1)C1=CC=C(C=C1)SC 2-methyl-1-[4-(methylthio)phenyl]benzophenone